methyl 8-fluoro-2-spiro[3.4]octan-2-yl-3,4-dihydro-1H-isoquinoline-6-carboxylate FC=1C=C(C=C2CCN(CC12)C1CC2(C1)CCCC2)C(=O)OC